di-lauryl phosphite P(OCCCCCCCCCCCC)(OCCCCCCCCCCCC)[O-]